NC1=NC=CC=C1C1=NC=2C(=NC(=CC2)C=2C=CC(N(C2)C([2H])F)=O)N1C1=CC=C(C=C1)CO 5-(2-(2-Aminopyridin-3-yl)-3-(4-(hydroxymethyl)phenyl)-3H-imidazo[4,5-b]pyridin-5-yl)-1-(fluoromethyl-d)pyridin-2(1H)-one